C(C1=CC=CC=C1)OCC1N(CC=2N(C1)C(N(C2C(=O)NCC2=C(C=CC=C2)C2=NC=CC=N2)C2=CC=C(C=C2)OC2CC2)=O)C(C2=CC(=C(C=C2)Br)C(F)(F)F)=O 6-[(benzyloxy)methyl]-7-[4-bromo-3-(trifluoromethyl)benzoyl]-2-(4-cyclopropoxyphenyl)-3-oxo-N-{[2-(pyrimidin-2-yl)phenyl]methyl}-5H,6H,8H-imidazo[1,5-a]pyrazine-1-carboxamide